4-(3'-chloropropyl)morpholine hydrochloride Cl.ClCCCN1CCOCC1